CC(C)(C)NC(=O)[C@H]1C[NH2+]CCN1 The molecule is the cation resulting from the protonation of the amino group at the 4 position of (R)-N-tert-butylpiperazine-2-carboxamide. It is a conjugate acid of a (R)-N-tert-butylpiperazine-2-carboxamide.